OC[C@@H]1C[C@@H](CO1)NC1=NC=2N([C@H](C(NC2C(=N1)C)=O)C)C (7S)-2-[[(cis)-5-(hydroxymethyl)tetrahydrofuran-3-yl]amino]-4,7,8-trimethyl-5,7-dihydropteridin-6-one